[Cl-].[Cl-].CC[CH+]C.CC[CH+]C 1-methylpropan-2-ylium dichloride